tert-Butyl (1R,5S)-3-[3-[[(1R)-1-(3-benzyloxy-5-methoxy-phenyl)ethyl]carbamoyl]-4-methyl-phenyl]-3,8-diazabicyclo[3.2.1]octane-8-carboxylate C(C1=CC=CC=C1)OC=1C=C(C=C(C1)OC)[C@@H](C)NC(=O)C=1C=C(C=CC1C)N1C[C@H]2CC[C@@H](C1)N2C(=O)OC(C)(C)C